C(C)C(CSC=1N(C(=CC1)C)C1=NC=CC=C1)CCCC 2-(2-((2-ethylhexyl)thio)-5-methyl-1H-pyrrol-1-yl)pyridine